CN(C)C[C@@H]1CC[C@H](CO1)NC=1C2=C(N=CN1)NC=C2C=O (4-(((3R,6S)-6-((dimethylamino)methyl)tetrahydro-2H-pyran-3-yl)amino)-7H-pyrrolo[2,3-d]pyrimidin-5-yl)methanone